(2-(trifluoromethyl)pyrimidin-5-yl)-5-(trifluoromethylthio)benzaldehyde FC(C1=NC=C(C=N1)C1=C(C=O)C=C(C=C1)SC(F)(F)F)(F)F